2-cyclopropyl-1-ethyl-4,6-difluoro-5-iodo-1,3-benzodiazole C1(CC1)C1=NC2=C(N1CC)C=C(C(=C2F)I)F